C(C)(C)(C)C=1N=C(C(C2=C(N1)C(=CC=C2)Cl)=C(C)C)C2=CC=CC=C2 2-(tert-Butyl)-9-chloro-4-phenyl-5-(propan-2-ylidene)-5H-benzo[d][1,3]diazepine